2-sulfotryptophane S(=O)(=O)(O)C1=C(C[C@H](N)C(=O)O)C2=CC=CC=C2N1